4-(indoline-1-carbonyl)-N-(2-methoxyphenyl)-N-methylbenzenesulfonamide N1(CCC2=CC=CC=C12)C(=O)C1=CC=C(C=C1)S(=O)(=O)N(C)C1=C(C=CC=C1)OC